tert-butyl 4-(4,4,5,5-tetramethyl-1,3,2-dioxaborolan-2-yl)pyrazole-1-carboxylate CC1(OB(OC1(C)C)C=1C=NN(C1)C(=O)OC(C)(C)C)C